CC1=C(N(C2=CC=CC=C12)S(=O)(=O)C1=CC=C(C)C=C1)C1=CC=C(C=C1)[N+](=O)[O-] 3-Methyl-2-(4-nitrophenyl)-1-tosyl-1H-indole